(RS)-5-methyl-1-phenyl-1,3,4,6-tetrahydro-2,5-benzoxazocine CN1CCO[C@@H](C2=C(C1)C=CC=C2)C2=CC=CC=C2 |r|